NCC(CN1N=CN(C1=O)C1=NC=C(C=C1C)C=1C=NC(=CC1)OC)=C(F)F 2-[2-(aminomethyl)-3,3-difluoro-allyl]-4-[5-(6-methoxy-3-pyridinyl)-3-methyl-2-pyridinyl]-1,2,4-triazol-3-one